C1=CC(=C(C=C1Cl)Cl)[N+](=O)[O-] 2,4-dichloronitrobenzene